2-[9H-fluoren-9-ylmethoxycarbonylamino]propanoic acid C1=CC=CC=2C3=CC=CC=C3C(C12)COC(=O)NC(C(=O)O)C